P(=O)(OCCOCCOC)(Cl)Br (2-(2-methoxyethoxy)ethyl) bromochlorophosphate